C(CCCCCCCCCCCCC=CCC=CCC=CCC=CCC=CCC=CCC)(=O)O dotriaconta-14,17,20,23,26,29-hexaenoic acid